5-fluoro-N-(3-methylpyridin-2-yl)-4-(3-oxo-5,6,7,8-tetrahydro[1,2,4]triazolo[4,3-a]pyridin-2(3H)-yl)-2-{[(2S)-1,1,1-trifluoropropan-2-yl]oxy}benzamide FC=1C(=CC(=C(C(=O)NC2=NC=CC=C2C)C1)O[C@H](C(F)(F)F)C)N1N=C2N(CCCC2)C1=O